C(C)(C)(C)OC(NC=1C(N(C=CC1)C1C(C1)F)=O)=O racemic-(1-trans-(2-fluorocyclopropyl)-2-oxo-1,2-dihydropyridin-3-yl)carbamic acid tert-butyl ester